ClC1=CC2=C(S1)C1(C[C@@H](N(CC1)CC=1C=NN(C1)CCS(=O)(=O)C)C)OCC21CC1 (2''S)-2'-chloro-2''-methyl-1''-((1-(2-(methylsulfonyl)ethyl)-1H-pyrazol-4-yl)methyl)-5'H-dispiro[cyclopropane-1,4'-thieno[2,3-c]pyran-7',4''-piperidine]